C1(CC1)COC=1C=CC(=C(C1)S(=O)(=O)N)[N+](=O)[O-] 5-(cyclopropylmethoxy)-2-nitrobenzenesulfonamide